O1C(CCCC1)N1N=C(C=2C1=NC(=CN2)N2CCC1(CC2)CC2=CC=CC=C2C1N)N1CCCC2=NC=CC=C12 1'-[1-(Oxan-2-yl)-3-(1,2,3,4-tetrahydro-1,5-naphthyridin-1-yl)-1H-pyrazolo[3,4-b]Pyrazin-6-yl]-1,3-dihydro-spiro[indene-2,4'-piperidine]-3-amine